C(C)C(CN)CC(CC(C)CC)CC 2,4,6-triethylheptylamine